N[C@H](C(=O)O)CC1=CC=C(C=C1)C1=NOC(=N1)C1=CC=C(C=C1)O (S)-2-amino-3-(4-(5-(4-hydroxyphenyl)-1,2,4-oxadiazol-3-yl)phenyl)propanoic acid